N-(1,1-dimethylsilacyclohexan-4-yl)-6-methoxy-1H-pyrrolo[2,3-b]pyridine-2-carboxamide C[Si]1(CCC(CC1)NC(=O)C1=CC=2C(=NC(=CC2)OC)N1)C